C(C)(C)(C)OC(=O)C1=CC(=NC=2N1N=C(C2C#N)NCC2=CC(=CC(=C2)F)Cl)N[C@@H]2CN(CCC2)C(=O)OC(C)(C)C tert-butyl (S)-3-(7-(tert-butoxycarbonyl)(3-chloro-5-fluorobenzyl)amino-3-cyanopyrazolo[1,5-a]pyrimidin-5-yl)aminopiperidine-1-carboxylate